N-[(2RS)-1-chloro-3-(2,4-dimethylphenyl)propan-2-yl]-3-(3-cyclopropyl-2-fluorophenoxy)cinnoline-4-carboxamide ClC[C@@H](CC1=C(C=C(C=C1)C)C)NC(=O)C1=C(N=NC2=CC=CC=C12)OC1=C(C(=CC=C1)C1CC1)F |r|